N1CCC(CC1)CN1CCC(CC1)C(=O)OC(C)(C)C tertiary butyl 1-(piperidin-4-ylmethyl)piperidin-4-carboxylate